FC1=C(CN2C(NC=3C=NC=4N=C(C=CC4C32)OC)=O)C(=CC(=C1)S(=O)(=N)C)F 1-(2,6-difluoro-4-(S-methylsulfonimidoyl)benzyl)-7-methoxy-1H-imidazo[4,5-c][1,8]naphthyridin-2(3H)-one